(propan-2-yl)amine CC(C)N